FC1=C(C(=C(C=C1)CC(=O)O)F)F.N1=CC(=C2N1C=CC=C2)C#N pyrazolo[1,5-a]Pyridine-3-carbonitrile trifluoro-benzeneAcetate